CC(CC[C@@H](C(=O)O)NC1=CC=CC=C1)(C)C (S)-5,5-dimethyl-2-(phenylamino)hexanoic acid